naphthalene-2-thiol C1=C(C=CC2=CC=CC=C12)S